C(C)(CC)NC1=C(C=CC=C1)NC(C)CC bis(sec-butylamino)benzene